6-tetrahydropyran-4-yl-isoquinoline-3-carbaldehyde O1CCC(CC1)C=1C=C2C=C(N=CC2=CC1)C=O